3,3-Difluorocyclobutyl ((4,4-difluorocyclohexyl)(5-((2-oxo-4-(trifluoromethyl)imidazolidin-1-yl)methyl)benzo[d]oxazol-2-yl)methyl)carbamate FC1(CCC(CC1)C(C=1OC2=C(N1)C=C(C=C2)CN2C(NC(C2)C(F)(F)F)=O)NC(OC2CC(C2)(F)F)=O)F